C1(CCCC1)N1N=CC2=C1N=C(NC2=O)COC2=CC(=CC=C2)CO 1-Cyclopentyl-6-{[3-(hydroxymethyl)phenoxy]methyl}-1H-pyrazolo[3,4-d]-pyrimidin-4(5H)-one